6-xylene C1(=CC=CC=C1C)C